C(#N)C(CCC(=O)O)(C)SC(=S)SCCCCCCCCCCCC 4-cyano-4-(((dodecylthio)carbonothioyl)thio)pentanoic acid